N1N=NC2=NC=CC=C12 Tetrazainden